[K].[Si] SILICON-POTASSIUM